(4-{1-[(4-methylphenyl)dioxy-λ6-sulfanyl]-3-(2-methylpyrazol-3-yl)pyrrolo[2,3-b]pyridin-5-yl}phenyl)(4-methylpiperazine-1-yl)methanone CC1=CC=C(C=C1)OO[SH4]N1C=C(C=2C1=NC=C(C2)C2=CC=C(C=C2)C(=O)N2CCN(CC2)C)C=2N(N=CC2)C